ClC1=C(C=CC=C1)N1C(N=C(C2=CC=C(C=C12)C(F)F)NC)=O 1-(2-Chlorophenyl)-7-(difluoromethyl)-4-(methylamino)quinazolin-2(1H)-one